(±)-trans-3-butyl-3-ethyl-2,3,4,5-tetrahydro-8,9-dimethoxy-5-phenyl-1,4-benzothiazepine 1,1-dioxide C(CCC)[C@]1(CS(C2=C([C@@H](N1)C1=CC=CC=C1)C=CC(=C2OC)OC)(=O)=O)CC |r|